heptadecan-1-yl melissate C(CCCCCCCCCCCCCCCCCCCCCCCCCCCCC)(=O)OCCCCCCCCCCCCCCCCC